methyl (S)-2-((6'-((4-chloro-2-fluorobenzyl) oxy)-[2,2'-bipyridin]-5-yl) methyl)-1-(oxetan-2-ylmethyl)-1H-benzo[d]imidazole-6-carboxylate ClC1=CC(=C(COC2=CC=CC(=N2)C2=NC=C(C=C2)CC2=NC3=C(N2C[C@H]2OCC2)C=C(C=C3)C(=O)OC)C=C1)F